FC=1C(=NC=C(C1C)F)S(=O)(=O)N(CC1=CC=C(C=C1)OC)C1=NC(=CC=C1)F 3,5-difluoro-N-(6-fluoropyridin-2-yl)-N-(4-methoxybenzyl)-4-methylpyridine-2-sulfonamide